NC1=NC=NC2=C(C=CC=C12)CC(=O)OC(C)(C)C tert-butyl 2-(4-aminoquinazolin-8-yl)acetate